C(C)(=O)C1=CC=C(C=C1)NC(OCCCC)=O butyl (4-acetylphenyl)carbamate